COC1=CC=C(CN2CC3C(C=4C=C(C=NC24)C(=O)OC)C3)C=C1 methyl 3-(4-methoxybenzyl)-1a,2,3,7b-tetrahydro-1H-cyclopropa[c][1,8]naphthyridine-6-carboxylate